bis-(2-methoxyethyl)amine sulfur trifluoride [S](F)(F)F.COCCNCCOC